FC=1C=2N(C=C(C1)C=1C=C(C=3N(N1)C=C(N3)C)C)C=C(N2)C2CCN(CC2)CCOC 6-[8-fluoro-2-[1-(2-methoxyethyl)-4-piperidinyl]imidazo[1,2-a]pyridin-6-yl]-2,8-dimethyl-imidazo[1,2-b]pyridazine